1-(3-(5-(2-fluoro-6-hydroxyphenyl)-2H-indazol-2-yl)pyrrol-1-yl)prop-2-en-1-one FC1=C(C(=CC=C1)O)C1=CC2=CN(N=C2C=C1)C1=CN(C=C1)C(C=C)=O